9-(1-cyclopropyl-1H-pyrazol-4-yl)-6-isopropyl-10-methoxy-2-oxo-6,7-dihydro-2H-pyrido[2,1-a]phthalazine-3-carboxylic acid C1(CC1)N1N=CC(=C1)C=1C=C2CN(N3C(C2=CC1OC)=CC(C(=C3)C(=O)O)=O)C(C)C